Nitro-2'-hydroxybiphenyl-3-carboxylic acid [N+](=O)([O-])C1=C(C=CC=C1C(=O)O)C1=C(C=CC=C1)O